6-(2-((2-cyano-2-methylpropyl)amino)-6-fluoro-4-methoxypyrrolo[2,1-f][1,2,4]triazin-5-yl)-8-fluoro-N-methylimidazo[1,2-a]pyridine-3-carboxamide C(#N)C(CNC1=NN2C(C(=N1)OC)=C(C(=C2)F)C=2C=C(C=1N(C2)C(=CN1)C(=O)NC)F)(C)C